3-(6-Chloro-3-((1-(3-ethyl-4-methyl-5-oxo-7-(trifluoromethyl)-4,5-dihydro-3H-pyrazolo[3,4-c]isoquinolin-9-yl)ethyl)amino)pyridin-2-yl)-1,2,4-oxadiazol-5(4H)-one ClC1=CC=C(C(=N1)C1=NOC(N1)=O)NC(C)C=1C=2C3=C(N(C(C2C=C(C1)C(F)(F)F)=O)C)N(N=C3)CC